3-amino-N-((3-(hydroxymethyl)pyridin-2-yl)methyl)-6-(1-methyl-6-oxo-1,6-dihydropyridin-3-yl)-5-(oxazol-2-yl)pyrazine-2-carboxamide NC=1C(=NC(=C(N1)C=1OC=CN1)C1=CN(C(C=C1)=O)C)C(=O)NCC1=NC=CC=C1CO